(1R,2R)-N-[7-chloro-6-[4-((3S,4S)-4-hydroxy-3-methyl-tetrahydrofuran-3-yl)piperazin-1-yl]-3-isoquinolyl]-2-methyl-2-tetrahydrofuran-3-yl-cyclopropanecarboxamide ClC1=C(C=C2C=C(N=CC2=C1)NC(=O)[C@H]1[C@](C1)(C1COCC1)C)N1CCN(CC1)[C@]1(COC[C@H]1O)C